tert-butyl (1S,2S)-2-((6-(4-((6-cyclopentylpyrazin-2-yl)amino)-3-methylisoxazol-5-yl)-2-methyl pyridin-3-yl)carbamoyl)cyclohexane-1-carboxylate C1(CCCC1)C1=CN=CC(=N1)NC=1C(=NOC1C1=CC=C(C(=N1)C)NC(=O)[C@@H]1[C@H](CCCC1)C(=O)OC(C)(C)C)C